C(CC(O)(C(=O)O)CC(=O)O)(=O)O.ClC1=CC(=C(C=C1)[C@@H]1OC2=C(O1)C=CC=C2C2CCN(CC2)CC2=NC1=C(N2C[C@H]2OCC2)C(=C(C=C1)C(=O)O)F)F.ClC1=CC(=C(C=C1)[C@@H]1OC2=C(O1)C=CC=C2C2CCN(CC2)CC2=NC1=C(N2C[C@H]2OCC2)C(=C(C=C1)C(=O)O)F)F 2-({4-[(2S)-2-(4-chloro-2-fluorophenyl)-1,3-benzodioxol-4-yl]piperidin-1-yl}methyl)-7-fluoro-1-[(2S)-oxetan-2-ylmethyl]-1H-benzimidazole-6-carboxylic acid, hemicitrate salt